N6-(2-((S)-4-(4-chlorophenyl)-2,3,9-trimethyl-6H-thieno[3,2-f][1,2,4]triazolo[4,3-a][1,4]diazepin-6-yl)acetyl)-D-lysine ClC1=CC=C(C=C1)C1=N[C@H](C=2N(C3=C1C(=C(S3)C)C)C(=NN2)C)CC(=O)NCCCC[C@@H](N)C(=O)O